2-[1-[3-(2,6-dioxo-3-piperidinyl)-2-fluoro-phenyl]-4-piperidinyl]-acetaldehyde O=C1NC(CCC1C=1C(=C(C=CC1)N1CCC(CC1)CC=O)F)=O